C(C1=CC=CC=C1)NCC1C(CCCC1)(O)C1=CC=C(C=C1)F 2-((benzylamino)methyl)-1-(4-fluorophenyl)cyclohexan-1-ol